tert-butyl (E,2S)-2-[tert-butoxycarbonyl(methoxycarbonyl)amino]-7-(dimethylamino)-7-oxo-hept-5-enoate C(C)(C)(C)OC(=O)N([C@H](C(=O)OC(C)(C)C)CC\C=C\C(=O)N(C)C)C(=O)OC